ethyl 7-nitro-5-trifluoromethyl-1,3-benzothiazole-2-carboxylate [N+](=O)([O-])C1=CC(=CC=2N=C(SC21)C(=O)OCC)C(F)(F)F